2-(azetidin-1-yl)quinolin-7-ol N1(CCC1)C1=NC2=CC(=CC=C2C=C1)O